4-methoxy-benzylamine COC1=CC=C(CN)C=C1